L-4,5-dichloro-2-n-octyl-4-isothiazolin-3-one ClC=1C(N(SC1Cl)CCCCCCCC)=O